O=C1NC(CCC1N1C(C2=CC=C(C=C2C1=O)OC(C(=O)O)CC)=O)=O ((2-(2,6-Dioxopiperidin-3-yl)-1,3-dioxoisoindolin-5-yl)oxy)butyric acid